C(C)(=O)N1C=C(C2=CC(=CC=C12)N(C1=NC(=NC=C1C#N)NC1=CC=C(C=C1)N1CCN(CC1)CC)CC)Cl 4-((1-acetyl-3-chloro-1H-indol-5-yl)(ethyl)amino)-2-((4-(4-ethylpiperazin-1-yl)phenyl)amino)pyrimidine-5-carbonitrile